(R)-5-amino-2-chloro-N-(1-(naphthalen-1-yl)ethyl)benzamide NC=1C=CC(=C(C(=O)N[C@H](C)C2=CC=CC3=CC=CC=C23)C1)Cl